2-O-hydroxyisobutyl-3-O-(1-phenyl-2-hydroxyethyl)ascorbic acid OOC=1C(=O)O[C@@](C1OC(CO)C1=CC=CC=C1)([C@@H](O)CO)CC(C)C